CN1N=NC2=C1C=C(C=C2)NC2=CC=C(C=C2)N2CCC(CC2)C(F)(F)F 1-Methyl-N-(4-(4-(trifluoromethyl)piperidin-1-yl)phenyl)-1H-benzo[d][1,2,3]triazol-6-amine